ClC=1C=C(C=CC1OC(F)(F)F)N1N=C2N(C1=O)[C@@H](CC2)C2=CC=CC=C2 (5S)-2-[3-chloro-4-(trifluoromethoxy)phenyl]-5-phenyl-2,5,6,7-tetrahydro-3H-pyrrolo[2,1-c][1,2,4]triazol-3-one